(S)-(4-(benzo[d]oxazol-2-yl)-4,6-dihydropyrrolo[3,4-d]imidazol-5(1H)-yl)(4-(difluoromethyl)oxazol-5-yl)methanone O1C(=NC2=C1C=CC=C2)[C@H]2N(CC=1NC=NC12)C(=O)C1=C(N=CO1)C(F)F